3-Chloro-2-(methoxymethyl)-4-methyl-6,7-dihydro-5H-pyrrolo[3,4-b]pyridine hydrochloride salt Cl.ClC=1C(=C2C(=NC1COC)CNC2)C